NC=1C=2N(C=CN1)C(=NC2C)C2(C(C=CC(=C2F)Cl)OC(C)C)C=2C(=NC=CC2)C(N)=NO 3-(1-(8-amino-1-methylimidazo[1,5-a]pyrazin-3-yl)-5-chloro-6-fluoro-2-isopropoxyphenyl)-N'-hydroxypicolinimidamide